C(C)OC1=C(C=CC(=C1F)F)[C@@H]1[C@@H](O[C@]([C@@H]1C)(C(F)(F)F)C)C(=O)NC1=CC(=NC=C1)C(=O)N 4-((2R,3R,4R,5R)-3-(2-ethoxy-3,4-difluorophenyl)-4,5-dimethyl-5-(trifluoromethyl)tetrahydrofuran-2-carboxamido)picolinamide